BrC=1C2=C(C(=NC1)N)C(=C(S2)I)C2=CC=C(C=C2)OC2=NC=CC(=N2)C 7-bromo-2-iodo-3-(4-((4-methylpyrimidin-2-yl)oxy)phenyl)thieno[3,2-c]pyridin-4-amine